ClC1=CC=C(C=N1)N1CCN(CC1)C=1C=NC(=CC1)Cl 1,4-bis(6-chloropyridin-3-yl)piperazine